ethyl-1-[[4-[[(1Z)-2-ethoxy-3,3,3-trifluoro-1-propen-1-yl]oxy]phenyl]-methyl]-N-(2-propen-1-yloxy)-1H-pyrazole-4-carboxamide C(C)C1=NN(C=C1C(=O)NOCC=C)CC1=CC=C(C=C1)O\C=C(\C(F)(F)F)/OCC